CC1C(=NNC(C1)=O)C1=CC=C(C=C1)NC(=N)N 1-(4-(4-methyl-6-oxo-1,4,5,6-tetrahydropyridazine-3-yl)phenyl)guanidine